3-(4-(trifluoromethyl)pyridin-2-yl)urea FC(C1=CC(=NC=C1)NC(N)=O)(F)F